N,N,N'',N''-tetra(n-butyl)diethylenetriamine C(CCC)N(CCNCCN(CCCC)CCCC)CCCC